N1=CN=C(C=C1C=1C=C(C=CC1)C1=CC(=CC=C1)C=1C=CC=2NC3=CC=CC=C3C2C1)C=1C=C(C=CC1)C1=CC(=CC=C1)C=1C=CC=2NC3=CC=CC=C3C2C1 3,3'-[pyrimidine-4,6-diyl-bis(biphenyl-3,3'-diyl)]bis(9H-carbazole)